(2S,11aR)-6-(Cyclopropylmethoxy)-7-fluoro-8-methyl-2-((2-oxo-1,2,3,4-tetrahydro-1,6-naphthyridin-7-yl)oxy)-2,3,11,11a-tetrahydro-1H,5H-benzo[f]pyrrolo[2,1-c][1,4]oxazepin-5-one C1(CC1)COC1=C(C(=CC2=C1C(N1[C@@H](CO2)C[C@@H](C1)OC1=NC=C2CCC(NC2=C1)=O)=O)C)F